The molecule is an aryl sulfate that is tyramine in which the phenolic hydrogen at position 4 has been replaced by a sulfo group. It has a role as a human urinary metabolite and a human xenobiotic metabolite. It is an aryl sulfate and a primary amino compound. It derives from a tyramine. It is a tautomer of a tyramine sulfate zwitterion. C1=CC(=CC=C1CCN)OS(=O)(=O)O